C(=O)O.CN1C(C2(C3=C1C=NC=1C=CC(=CC31)C=3C=C(C(=NC3)N3CC1(C3)CN(C1)C)NS(=O)(=O)C)CCC2)=O N-(5-(3'-Methyl-2'-oxo-2',3'-dihydrospiro[cyclobutane-1,1'-pyrrolo[2,3-c]quinolin]-8'-yl)-2-(6-methyl-2,6-diazaspiro[3.3]heptan-2-yl)pyridin-3-yl)methanesulfonamide formate